ClC1=C(C(=O)NC2=NC=C(C=C2)C(=O)N2CCC(C(C3=C2C=CC(=C3)Cl)(CO)O)(F)F)C=C(C=C1)F 2-chloro-N-{5-[7-chloro-4,4-difluoro-5-hydroxy-5-(hydroxymethyl)-2,3,4,5-tetrahydro-1H-1-benzazepin-1-carbonyl]pyridin-2-yl}-5-fluorobenzamide